fluoro-benzofuro[3,2-b]pyridine FC1=CC=C2C(=N1)C1=C(O2)C=CC=C1